CC1=C(C=CC=C1C1=NN=C(O1)C=1C=C(CNCC(=O)O)C=CC1)C1=CC=CC=C1 (3-(5-(2-Methyl-[1,1'-biphenyl]-3-yl)-1,3,4-oxadiazol-2-yl)benzyl)glycine